(1-piperazinyl)-1,2-benzisothiazole N1(CCNCC1)C1=NSC2=C1C=CC=C2